C(C1=CC=CC=C1)OC(=O)N[C@H](C(=O)OC)CC=1OC=C(N1)C=1C=C2C(=C(N(C2=CC1)CC(F)(F)F)C=1C(=NC=CC1)[C@H](C)OC)CC(CO)(C)C methyl (S)-2-(((benzyloxy)carbonyl)amino)-3-(4-(3-(3-hydroxy-2,2-dimethylpropyl)-2-(2-((S)-1-methoxyethyl)pyridin-3-yl)-1-(2,2,2-trifluoroethyl)-1H-indol-5-yl)oxazol-2-yl)propanoate